C(CCCCCC(=O)OCC1=CC=CC=C1)(C(=O)OC(C)(C)C)C(=O)OC(C)(C)C 6-benzyl 1,1-di-tert-butyl hexane-1,1,6-tricarboxylate